FC=1C(=C(N)C(=CC1COC)C(=C)C)C(=C)C 3-fluoro-4-(methoxymethyl)-2,6-bis(prop-1-en-2-yl)aniline